CC1=C(C=2N(C=C1C1=C(C3=NC=4CN(CCC4C=C3N1)C(=O)[O-])C(C)C)N=CN2)C 2-(7,8-Dimethyl-[1,2,4]triazolo[1,5-a]pyridin-6-yl)-3-isopropyl-1,5,7,8-tetraHydro-6H-pyrrolo[3,2-b][1,7]naphthyridine-6-carboxylate